C(C)N1C2=NC(=NC(=C2N=C1)N1CCOCC1)N1N=C(C(=C1)C1=CC=CC=C1)OC 4-(9-ethyl-2-(3-methoxy-4-phenyl-1H-pyrazol-1-yl)-9H-purin-6-yl)morpholine